(4-(1h-benzo[d]imidazol-2-yl)piperidin-1-yl)(6-(1h-benzo[d]imidazol-2-yl)pyridin-2-yl) Methyl ketone CC(=O)C1=NC(=CC=C1N1CCC(CC1)C1=NC2=C(N1)C=CC=C2)C2=NC1=C(N2)C=CC=C1